CC(C)CC(CCC)=O 2-methyl-4-heptanone